FC1=C(C=CC=C1)/C=C/C(=O)N[C@H](C(=O)N[C@@H](C[C@H]1C(NCC1)=O)C(COC1=C(C(=CC(=C1F)F)F)F)=O)CC(C)C (S)-2-((E)-3-(2-fluorophenyl)acrylamido)-4-methyl-N-((S)-3-oxo-1-((S)-2-oxopyrrolidin-3-yl)-4-(2,3,5,6-tetrafluorophenoxy)butan-2-yl)pentanamide